CN(S(=O)(=O)N1CCC=CC1)CC(F)(F)F 1-(N-methyl-N-(2,2,2-trifluoroethyl)sulfamoyl)-1,2,3,6-tetrahydropyridin